BrC1=CN=C2N1C1=CC(=NC=C1C=C2C2=C(C(=CC=C2C)OC)C)NC(=O)C2CC2 N-[1-bromo-4-(3-methoxy-2,6-dimethylphenyl)imidazo[1,2-a]1,6-naphthyridin-8-yl]cyclopropanecarboxamide